2-Amino-N-(1-{8-chloro-5-[(3R,SR)-3,5-dihydroxypiperidin-1-yl]imidazo[1,5-a]pyridin-6-yl}ethyl)pyrazolo[1,5-a]pyrimidine-3-carboxamide trifluoroacetate salt FC(C(=O)O)(F)F.NC1=NN2C(N=CC=C2)=C1C(=O)NC(C)C=1C=C(C=2N(C1N1C[C@@H](C[C@@H](C1)O)O)C=NC2)Cl |&1:32|